Cl.FC1=C2C=NN(C2=CC=C1N1C(N(C=C1)C=1N(N=C2C1C(NCC2)C)C2=CC(=C(C(=C2)C)F)C)=O)C 1-(4-fluoro-1-methyl-1H-indazol-5-yl)-3-(2-(4-fluoro-3,5-dimethylphenyl)-4-methyl-4,5,6,7-tetrahydro-2H-pyrazolo[4,3-c]pyridin-3-yl)-1,3-dihydro-2H-imidazol-2-one hydrochloride